(E)-2-(2,3-dichlorobenzylidene)hydrazine ClC1=C(\C=N\N)C=CC=C1Cl